FC(SC1=CC=C(C=C1)N1N=C(N=C1)C1=CC=C(N)C=C1)(F)F 4-(1-(4-((trifluoromethyl)thio)phenyl)-1H-1,2,4-triazol-3-yl)aniline